C1(CC1)N1N=C(C(C(=C1)C(=O)NC=1C=NC(=NC1)OC1=CC=NC2=CC(=C(C=C12)OC)OC)=O)C1=CC=C(C=C1)F 2-cyclopropyl-N-(2-((6,7-dimethoxyquinolin-4-yl)oxy)pyrimidin-5-yl)-6-p-fluorophenyl-5-oxo-2,5-dihydropyridazine-4-carboxamide